C1(CC1)C/C(/C(=O)OCC)=N\N(C(=O)OC(C)(C)C)C tert-butyl (E)-2-(3-cyclopropyl-1-ethoxy-1-oxopropan-2-ylidene)-1-methylhydrazine-1-carboxylate